N(=O)[N]O N-nitrosohydroxyl-Nitrogen